N=1C=2N(C=CC1N1CCN(CC1)CCOCCC1C3(CC4CC(CC1C4)C3)C(=O)N)C3=C(N2)C=CC=C3 2-(2-(2-(4-(benzo[4,5]imidazo[1,2-a]pyrimidin-2-yl)piperazin-1-yl)ethoxy)ethyl)adamantane-1-carboxamide